1-(4-(4-((3,4-dichloro-2-fluorophenyl)amino)-7-methoxyquinazolin-6-yl)piperidin-1-yl)prop-2-en-1-one ClC=1C(=C(C=CC1Cl)NC1=NC=NC2=CC(=C(C=C12)C1CCN(CC1)C(C=C)=O)OC)F